1-(7-(azetidin-1-yl)-10-(4-(hydroxymethyl)phenyl)-5,5-dimethyl-dibenzo[b,e]silin-3(5H)-ylidene)azetidin-1-ium chloride [Cl-].N1(CCC1)C1=CC2=C(C(=C3C([Si]2(C)C)=CC(C=C3)=[N+]3CCC3)C3=CC=C(C=C3)CO)C=C1